N=1N(C=C2C1CNC2)S(=O)(=O)C2=CC1=C(OCCN1)C=C2 6-((5,6-dihydropyrrolo[3,4-c]pyrazol-2(4H)-yl)sulfonyl)-3,4-dihydro-2H-benzo[b][1,4]oxazine